O1C(=CC2=C1C=CC=C2)C2=C1C(=CN=C2)NC=C1 4-(benzofuran-2-yl)-1H-pyrrolo[2,3-c]pyridine